2-(methacryloyloxy)ethyltrimethyl-ammonium chloride [Cl-].C(C(=C)C)(=O)OCC[N+](C)(C)C